N-(5-(tert-butyl)-[1,1'-biphenyl]-2-yl)-N-(5-chloro-[1,1'-biphenyl]-3-yl)-5-isopropylbenzo[b]thiophen-3-amine C(C)(C)(C)C=1C=CC(=C(C1)C1=CC=CC=C1)N(C=1C2=C(SC1)C=CC(=C2)C(C)C)C=2C=C(C=C(C2)Cl)C2=CC=CC=C2